5-(2-(2-fluoro-5-nitrophenoxy)ethyl)-1-methyl-1H-pyrazole FC1=C(OCCC2=CC=NN2C)C=C(C=C1)[N+](=O)[O-]